(1R,3r,5S)-3-(6-chloro-1H-indazol-4-yl)bicyclo[3.1.0]hexan-3-ol ClC1=CC(=C2C=NNC2=C1)C1(C[C@H]2C[C@H]2C1)O